(S)-tert-butyl 6-chloro-5-hydroxy-3-oxohexanoate ClC[C@H](CC(CC(=O)OC(C)(C)C)=O)O